2,2-difluoro-acetimidate FC(C([O-])=N)F